7-amino-2-tert-butyl-2,3-dihydro-1λ6,2-benzothiazole-1,1-dione NC1=CC=CC=2CN(S(C21)(=O)=O)C(C)(C)C